(R)-3-oxo-3-(3-((5-(thiazol-4-yl)-1H-pyrrolo[2,3-b]pyridin-4-yl)amino)piperidin-1-yl)propanenitrile O=C(CC#N)N1C[C@@H](CCC1)NC1=C2C(=NC=C1C=1N=CSC1)NC=C2